4-[(5-fluoro-4-{4-oxa-7-azaspiro[2.5]octan-7-yl}pyrimidin-2-yl)amino]-N-methylbenzenesulfonamide FC=1C(=NC(=NC1)NC1=CC=C(C=C1)S(=O)(=O)NC)N1CCOC2(CC2)C1